NC1=C2NC(N(C2=NC(=N1)OCCCC)C(C1=CC=CC=C1)C1(CCNCC1)C(C)C1(NC=CN=C1)C(=O)N)=O 2-(1-(4-((6-amino-2-butoxy-8-oxo-7,8-dihydro-9H-purin-9-yl)benzyl)piperidin-4-yl)ethyl)pyrazine-2-carboxamide